NC1=C(C=2C(=NC=C(C2)Cl)N1C1=C(C(=CC=C1C)O)C)C(=O)N1CC2=C(CC1)N=CS2 (2-amino-5-chloro-1-(3-hydroxy-2,6-dimethylphenyl)-1H-pyrrolo[2,3-b]pyridin-3-yl)(6,7-dihydrothiazolo[5,4-c]pyridin-5(4H)-yl)methanone